ureido(cysteine) N(C(=O)N)N[C@@H](CS)C(=O)O